N-(3-chlorophenyl)-4-nitrobenzenesulfonamide ClC=1C=C(C=CC1)NS(=O)(=O)C1=CC=C(C=C1)[N+](=O)[O-]